8-(5-bromo-6-(tert-butyl)pyridin-3-yl)-3-methyl-6-oxo-3,4-dihydro-2H,6H-pyrimido[2,1-b][1,3]thiazine-7-carbonitrile BrC=1C=C(C=NC1C(C)(C)C)C=1N=C2SCC(CN2C(C1C#N)=O)C